2-(1H-benzo[d][1,2,3]triazol-1-yl)-1,1,3,3-tetramethylisouronium hexafluorophosphate F[P-](F)(F)(F)(F)F.N1(N=NC2=C1C=CC=C2)OC(N(C)C)=[N+](C)C